OC1=C(C=CC=C1)C(\C=C\C1=CC(=C(C=C1)OC)C[NH+]1CCOCC1)=O (E)-1-(2-Hydroxyphenyl)-3-[4-methoxy-3-(morpholin-4-ium-4-ylmethyl)phenyl]prop-2-en-1-one